ClS(=O)(=O)C=1C=C(C(=O)OCC)C=CC1C#N ethyl 3-(chlorosulfonyl)-4-cyanobenzoate